N(CCO)(CCO)CCO.P(O)(O)(O)=O phosphoric acid triethanolamine salt